tert-Butyl (R)-(1-(4-(2-(((benzyloxy)carbonyl)amino)ethyl)-2-chlorophenyl) pyrrolidin-3-yl)(methyl)carbamate C(C1=CC=CC=C1)OC(=O)NCCC1=CC(=C(C=C1)N1C[C@@H](CC1)N(C(OC(C)(C)C)=O)C)Cl